C(C1=CC=CC=C1)OC(N(CC1=CC=CC=C1)[C@H](C)[C@H]1OC([C@@H](CC1)N=[N+]=[N-])O)=O.NC1=CC=C(C(=O)NCC2=CC(=CC=C2)OC)C=C1 4-amino-N-(3-methoxybenzyl)benzamide benzyl-N-[(1R)-1-[(2S,5R)-5-azido-6-hydroxy-tetrahydropyran-2-yl]ethyl]-N-benzyl-carbamate